3-((3-exo)-3-((4-((5-(hydroxymethyl)thiazol-2-yl)amino)-7H-pyrrolo[2,3-d]pyrimidin-2-yl)amino)-8-azabicyclo[3.2.1]oct-8-yl)propionitrile OCC1=CN=C(S1)NC=1C2=C(N=C(N1)NC1CC3CCC(C1)N3CCC#N)NC=C2